5-[1-(2-Chloro-6-fluoro-phenyl)-piperidin-4-yl]-4-methyl-2-(tetrahydro-pyran-2-yl)-7-(2-trifluoromethyl-benzyl)-2,4,5,7-tetrahydro-pyrazolo[3,4-d]pyrimidin-6-on ClC1=C(C(=CC=C1)F)N1CCC(CC1)N1C(N(C=2C(C1C)=CN(N2)C2OCCCC2)CC2=C(C=CC=C2)C(F)(F)F)=O